ClC1=C(C(=O)N(C2=CC=NO2)C2=CC(=C(C=C2)Cl)C2=NC=CC=C2)C=CC(=C1)C(=O)N 2-chloro-N1-(4-chloro-3-(pyridin-2-yl)phenyl)-N-(isoxazol-5-yl)terephthalamide